C(C)(C)(C)OC(=O)N1C[C@H](CC1)[C@@H](C(=O)O)CC1=CC(=CC=C1)C=1C=NN(C1)C1CCCCC1 (2S)-2-[(3R)-1-tert-Butoxycarbonylpyrrolidin-3-yl]-3-[3-(1-cyclohexylpyrazol-4-yl)phenyl]propanoic acid